2-methyl-4-[3-phenylprop-2-enamido]pyrazole-3-carboxamide CN1N=CC(=C1C(=O)N)NC(C=CC1=CC=CC=C1)=O